(2-fluoro-5-(2-(6-(methylsulfonyl)pyridin-3-yl)furo[3,2-b]pyridin-7-yl)phenyl)(morpholino)methanone FC1=C(C=C(C=C1)C1=C2C(=NC=C1)C=C(O2)C=2C=NC(=CC2)S(=O)(=O)C)C(=O)N2CCOCC2